C1(CC1)C1=C(C(=C2N1CCN(C2)C(=O)NC2CCOCC2)C(=O)N)C2=CC=C(C=C2)OC 6-cyclopropyl-7-(4-methoxyphenyl)-N2-(tetrahydro-2H-pyran-4-yl)-3,4-dihydropyrrolo[1,2-a]pyrazine-2,8(1H)-dicarboxamide